N-(1-(bicyclo[1.1.1]pentan-1-yl)-5-methyl-1H-pyrazol-4-yl)-6-methyl-7-(4-(3-methyltetrahydrofuran-3-yl)piperazin-1-yl)quinazolin-2-amine C12(CC(C1)C2)N2N=CC(=C2C)NC2=NC1=CC(=C(C=C1C=N2)C)N2CCN(CC2)C2(COCC2)C